C(=O)(O)C=1C(C(C2=CC=CC=C2C1)N=NC1=C(C=C(C(=C1)Cl)C)S(=O)(=O)[O-])=O 2-[(3-carboxy-2-oxo-naphthalen-1-yl) diazenyl]-4-chloro-5-methylbenzenesulfonate